BrC1=C(C=C(OC[C@@H]2[C@H](C2)C2CCN(CC2)C(=O)OC(C)(C)C)C=C1)C tert-butyl 4-((1R,2S)-2-((4-bromo-3-methylphenoxy)methyl)cyclopropyl)piperidine-1-carboxylate